3-amino-3-(2,2-difluoroethyl)-1-(6-(3,4-difluorophenyl)-4-(hydroxymethyl)pyridin-3-yl)piperidin-4-ol NC1(CN(CCC1O)C=1C=NC(=CC1CO)C1=CC(=C(C=C1)F)F)CC(F)F